FC1=C(C=C(C(=C1)C=1C=NNC1)F)C1=CC2=C(N=N1)N=C(S2)N(C2CCNCC2)C 3-[2,5-difluoro-4-(1H-pyrazol-4-yl)phenyl]-N-methyl-N-(piperidin-4-yl)[1,3]thiazolo[4,5-c]pyridazin-6-amine